C1C([NH2+]CS1)C(=O)[O-] The molecule is an alpha-amino acid zwitterion obtained by transfer of a proton from the carboxy to the amino group of thioproline; major species at pH 7.3. It has a role as an antidote and an antioxidant. It is a tautomer of a thioproline.